6-(cyclopropylmethoxy)-N-[(2S)-1-{[2-fluoro(2,2-dideutero)ethyl]oxy}-3-methylbutan-2-yl]-5-(pyrrolidin-1-yl)pyridine-2-carboxamide C1(CC1)COC1=C(C=CC(=N1)C(=O)N[C@H](COCC([2H])([2H])F)C(C)C)N1CCCC1